2-(octylthio)-6-((1r,4r)-4-phenylcyclohexyl)-5-(3-(trifluoromethyl)benzyl)pyrimidin-4(3H)-one C(CCCCCCC)SC1=NC(=C(C(N1)=O)CC1=CC(=CC=C1)C(F)(F)F)C1CCC(CC1)C1=CC=CC=C1